C1(CC1)COC1=C(C=C(C=C1)S(=O)(=O)C)C1=CN(C(C2=CC=CC=C12)=O)C 4-[2-(cyclopropylmethoxy)-5-(methylsulfonyl)phenyl]-2-methylisoquinolin-1(2H)-one